1-hydroxy-6-methoxy-1H-furo[3,4-c]pyridin-3-one OC1OC(C=2C=NC(=CC21)OC)=O